C(C)N1N=C2C(=NN(C(C2=C1)=O)CC(=O)O)CC (2,7-diethyl-4-oxo-pyrazolo[3,4-d]pyridazin-5-yl)acetic acid